C(C)(=O)N1CC2(CC2)[C@H](C1)N1C(=NC2=C1C=C(C=C2)C(=O)OC)CC2=C(C=C(C(=C2)F)C2=NC(=CC=C2)OCC2=C(C=C(C=C2)C#N)F)F methyl 3-[(7R)-5-acetyl-5-azaspiro[2.4]heptan-7-yl]-2-[[4-[6-[(4-cyano-2-fluoro-phenyl)methoxy]-2-pyridyl]-2,5-difluoro-phenyl]methyl]benzimidazole-5-carboxylate